BrC=1C=C2CNC(NC2=CC1F)(O)N1CCOCC1 6-bromo-7-fluoro-2-morpholino-1,2,3,4-tetrahydroquinazolin-2-ol